N[C@H](C(=O)N(OCCCC#C)[C@H](C[C@@H](O[Si](C)(C)C(C)(C)C)C=1SC=C(N1)C(=O)OCC)C(C)C)[C@H](CC)C Ethyl 2-[(1R,3R)-3-[(2S,3S)-2-amino-3-methyl-N-(pent-4-yn-1-yloxy)pentanamido]-1-[(tert-butyl dimethylsilyl)oxy]-4-methylpentyl]-1,3-thiazole-4-carboxylate